tert-butyl N-{3-[(3-{2-amino-4-chloro-7-[(4-methoxy-3,5-dimethylpyridin-2-yl)methyl]-7H-pyrrolo[2,3-d]pyrimidin-5-yl}prop-2-yn-1-yl)oxy]propyl}carbamate NC=1N=C(C2=C(N1)N(C=C2C#CCOCCCNC(OC(C)(C)C)=O)CC2=NC=C(C(=C2C)OC)C)Cl